1-(oxan-2-yl)pyrazole Sodium [Na].O1C(CCCC1)N1N=CC=C1